C(C)(C)N1C=CC2=C1N=CN=C2N 7-isopropyl-pyrrolo[2,3-d]Pyrimidine-4-amine